N1(CCC1)CCN1N=CC(=C1)S(=O)(=O)C=1C=CC(=C(C1)C1=NN(C=C1NC(=O)C=1C=NN2C1N=CC=C2)C)OC(F)F N-(3-(5-((1-(2-(azetidin-1-yl)ethyl)-1H-pyrazol-4-yl)sulfonyl)-2-(difluoromethoxy)phenyl)-1-methyl-1H-pyrazol-4-yl)pyrazolo[1,5-a]pyrimidine-3-carboxamide